1,3-di-m-toluylurea C1(=CC(=CC=C1)NC(=O)NC=1C=C(C=CC1)C)C